(1S,2S)-N-(6-((R)-1-cyanospiro[2.2]pentan-1-yl)isoquinolin-3-yl)-2-(pyridin-2-yl)cyclopropane-1-carboxamide C(#N)[C@@]1(CC12CC2)C=2C=C1C=C(N=CC1=CC2)NC(=O)[C@@H]2[C@H](C2)C2=NC=CC=C2